CN(C)CC1=C(C=CC(=N1)NC(O)=O)[C@@H]1COCC1.CC=1C=C(C(=O)NCC(=O)N2CCCCC2)C=CC1C 1-(2-(3,4-dimethylbenzoylamino)acetyl)piperidine (R)-(6-((dimethylamino)methyl)-5-(tetrahydrofuran-3-yl)pyridin-2-yl)carbamate